(E)-2-cyano-3-ethoxy-prop-2-enoate C(#N)/C(/C(=O)[O-])=C\OCC